N[C@@H](C(=O)NCCCC[C@@H](C(=O)OC(C)(C)C)NC(=O)N[C@H](C(=O)OC(C)(C)C)CCC(=O)OC(C)(C)C)CC=1C=C2C=CN=CC2=CC1 di-tert-butyl (2S)-2-({[(2S)-6-{[(2R)-2-amino-3-(isoquinolin-6-yl)propanoyl]amino}-1-tert-butoxy-1-oxohexan-2-yl]carbamoyl}amino)pentanedioate